7-methyl-1,2,3,4-tetrahydronaphthalene-1,2-dicarboxylic acid CC1=CC=C2CCC(C(C2=C1)C(=O)O)C(=O)O